N-hydroxy-5-norbornene-2,3-dicarboximide perfluoro-1-butanesulfonate FC(C(C(C(F)(F)F)(F)F)(F)F)(S(=O)(=O)O)F.ON1C(=O)C2C3C=CC(C2C1=O)C3